(S)-6-((S)-2-(4-(7H-pyrrolo[2,3-d]pyrimidin-4-yl)piperazin-1-yl)-1-(4-chlorophenyl)-2-oxoethyl)-5-azaspiro[2.4]heptane-5-carboxylic acid tert-butyl ester C(C)(C)(C)OC(=O)N1CC2(CC2)C[C@H]1[C@@H](C(=O)N1CCN(CC1)C=1C2=C(N=CN1)NC=C2)C2=CC=C(C=C2)Cl